2-formylphenyl-boric acid methyl-iminodiacetate COC(CNCC(=O)O)=O.C(=O)C1=C(C=CC=C1)OB(O)O